2-[(4-[18F]Fluorobenzoyloxy)methyl]-1,4-naphthalenedione [18F]C1=CC=C(C(=O)OCC=2C(C3=CC=CC=C3C(C2)=O)=O)C=C1